ClC=1C=CC=2N(N1)C(=CN2)NC2=CC=C1C=C(C(=CC1=C2)C(=O)NC2=CC=C(C=C2)CN2CCOCC2)OC 7-((6-chloroimidazo[1,2-b]pyridazin-3-yl)amino)-3-methoxy-N-(4-(morpholinomethyl)phenyl)-2-naphthamide